5-(5-(trifluoromethyl)pyridin-2-yl)oxazole FC(C=1C=CC(=NC1)C1=CN=CO1)(F)F